B(O)(O)O.OCC=C trans-3-hydroxy propylene borate